C(C(=C)C)(=O)O.CC(CCC)C 4-methylpentane methacrylate